tert-butyl ((1R,4R,7R)-2-(2-(6-bromo-1-(cyclopropylmethyl)-1H-indol-2-yl)-7-methoxy-1-methyl-1H-benzo[d]imidazole-5-carbonyl)-2-azabicyclo[2.2.1]heptan-7-yl)carbamate BrC1=CC=C2C=C(N(C2=C1)CC1CC1)C1=NC2=C(N1C)C(=CC(=C2)C(=O)N2[C@@H]1CC[C@H](C2)[C@H]1NC(OC(C)(C)C)=O)OC